8-(4-tert-butylphenyl)-3-hydroxy-6-oxo-2H,3H,4H,6H-pyrimido[2,1-b][1,3]thiazine-7-carbonitrile C(C)(C)(C)C1=CC=C(C=C1)C=1N=C2SCC(CN2C(C1C#N)=O)O